4-((2s,5r)-4-((5-isopropoxypyridin-2-yl)oxy)-2,5-dimethylpiperidin-1-yl)-1-methyl-2-oxo-1,2-dihydropyrido[3,2-d]pyrimidine-6-carbonitrile C(C)(C)OC=1C=CC(=NC1)OC1C[C@@H](N(C[C@H]1C)C=1C2=C(N(C(N1)=O)C)C=CC(=N2)C#N)C